C(CCCCCCC)C=1C(=C(C(C(=O)[O-])=CC1)C(=O)[O-])C(CCCCCCCCC)=O Octyldecanoylphthalate